P(=O)(OCC1=CC=CC=C1)(OCC1=CC=CC=C1)OCCO[Si](C)(C)C(C)(C)C dibenzyl (2-((tert-butyldimethylsilyl) oxy) ethyl) phosphate